N1(C=NC2=C1C=CC=C2)C2=CC=C(C=C2)NC(=O)NC=2SC(=NN2)C(C)(C)C 1-(4-benzimidazol-1-yl-phenyl)-3-(5-tert-butyl-[1,3,4]thiadiazole-2-yl)-urea